1-benzyl behenate C(CCCCCCCCCCCCCCCCCCCCC)(=O)OCC1=CC=CC=C1